[Se](=O)(=O)([O-])F.[Ag+] silver(I) fluoroselenate